4-[4-(methylsulphonyl)phenyl]-3-phenyl-5-hydroxyfuran CS(=O)(=O)C1=CC=C(C=C1)C=1C(=COC1O)C1=CC=CC=C1